NC1=NC(=C(C=C1C=1C=C2CCNC(C2=CC1)=O)C1=CC=C(C=C1)C1CCN(CC1)C)Cl 6-(2-amino-6-chloro-5-(4-(1-methylpiperidin-4-yl)phenyl)pyridin-3-yl)-3,4-dihydroisoquinolin-1(2H)-one